2-(2-(ethylsulfonyl)-5,7-dimethylpyrazolo[1,5-a]pyrimidin-3-yl)-5-((trifluoromethyl)sulfonyl)benzo[d]oxazole C(C)S(=O)(=O)C1=NN2C(N=C(C=C2C)C)=C1C=1OC2=C(N1)C=C(C=C2)S(=O)(=O)C(F)(F)F